ClC=1N=NC(=CC1)Cl 3,6-Dichloro-pyridazine